CC1=C(C(=C(C1([Hf]C1(C=CC2=CC=3CC(CC3C=C12)(C)C)CC)C)C)C)C pentamethylcyclopentadienyl-(1-ethyl-6,6-dimethyl-1,5,6,7-tetrahydro-s-indacenyl)hafnium